OC1(CCCCC1)OC1=C(C=C(C=C1)S(=O)(=O)C)C=1C=C(C(N(C1)C)=O)C 5-[2-(4-trans-hydroxycyclohexyl)oxy-5-methylsulfonylphenyl]-1,3-dimethylpyridin-2-one